C(C)(=O)N1CCC(CC1)N1N=CC2=C(C=CC=C12)NC(C1=C(C=CC(=C1)CNC(C(C)(C)C)=O)Cl)=O N-[1-(1-acetylpiperidin-4-yl)-1H-indazol-4-yl]-2-chloro-5-{[(2,2-dimethylpropionyl)amino]methyl}benzamide